O(C)C=1C=C(C=C(C1OC)OC)C(=O)C=O 3,4,5-trimethoxylphenylglyoxal